(S)-6-((1-(3-hydroxyphenyl)ethyl)amino)-3-isopropylpyrimidine-2,4(1h,3h)-dione OC=1C=C(C=CC1)[C@H](C)NC1=CC(N(C(N1)=O)C(C)C)=O